(S)-2-((3-cyanopyrazin-2-yl)amino)-4-((3,3-difluorocyclobutyl)(4-(5,6,7,8-tetrahydro-1,8-naphthyridin-2-yl)butyl)amino)butanoic acid C(#N)C=1C(=NC=CN1)N[C@H](C(=O)O)CCN(CCCCC1=NC=2NCCCC2C=C1)C1CC(C1)(F)F